FC(C1=NN=C(S1)C1=CN=C2N1C=C(C=C2C=2CCN(CC2)C(=O)N(C)C)S(NC2(CC2)C)(=O)=O)F 4-(3-(5-(difluoromethyl)-1,3,4-thiadiazol-2-yl)-6-(N-(1-methylcyclopropyl)sulfamoyl)imidazo[1,2-a]pyridin-8-yl)-N,N-dimethyl-3,6-dihydropyridine-1(2H)-carboxamide